C(/C1=CC=CC=C1)=C\1/N(C(C2=CC=CC=C12)=O)CC1=CC2=C(NC(O2)=O)C=C1 (Z)-6-((1-benzylidene-3-oxoisoindolin-2-yl)methyl)benzo[d]oxazol-2(3H)-one